tert-butyl (1-(3-(4-chloro-1-methyl-3-(methylsulfonamido)-1H-indazol-7-yl)quinolin-2-yl)-2-(3,5-difluorophenyl)ethyl)carbamate ClC1=C2C(=NN(C2=C(C=C1)C=1C(=NC2=CC=CC=C2C1)C(CC1=CC(=CC(=C1)F)F)NC(OC(C)(C)C)=O)C)NS(=O)(=O)C